C(C1=CC=CC=C1)OC=1C=C(/C=C/N2C(=CC(C=C2C)=O)C)C=CC1OC(F)F (E)-1-(3-benzyloxy-4-difluoromethoxystyryl)-2,6-dimethylpyridin-4(1H)-one